C(C)OC(C1=C(N=C(C=C1)Cl)N)=O amino-6-chloronicotinic acid ethyl ester